Cl.Cl.Cl.N1C=NC2=C1C=CC=C2.N2C=NC1=C2C=CC=C1 di-1H-benzimidazole trihydrochloride